C1(CC1)C(=O)NC1=CC=C(C(=O)NNC(=O)C=2C(=CC3=CC=CC=C3C2)C(=O)O)C=C1 3-(2-(4-(cyclopropanecarboxamido)benzoyl)hydrazine-1-carbonyl)-2-naphthoic acid